C(C)(C)(C)OC(=O)N1CCC(CC1)C=1C=C2C(=C(NC2=CC1)C1=C(N(C(C(=C1)Cl)=O)C)C)C(C)C 4-(2-(5-chloro-1,2-dimethyl-6-oxo-1,6-dihydropyridin-3-yl)-3-isopropyl-1H-indol-5-yl)piperidine-1-carboxylic acid tert-butyl ester